Diiodooctan IC(CCCCCCC)I